((4-bromo-6-chloro-1a,2,3,7b-tetrahydronaphtho[1,2-b]oxiren-7b-yl)oxy)trimethylsilane BrC1=C2CCC3C(O3)(C2=CC(=C1)Cl)O[Si](C)(C)C